N1-methyl-N4-(5-methyl-1,2,4-oxadiazol-3-yl)-N1-(piperidin-4-yl)terephthalamide CN(C(C1=CC=C(C(=O)NC2=NOC(=N2)C)C=C1)=O)C1CCNCC1